6-[4-(1,3,3a,4,6,6a-hexahydrofuro[3,4-c]pyrrol-5-yl)-6-fluoro-8-(methylamino)-9H-pyrido[2,3-b]indol-3-yl]-1-methyl-4-oxo-1,8-naphthyridine-3-carboxylic acid C1OCC2C1CN(C2)C2=C(C=NC=1NC3=C(C=C(C=C3C12)F)NC)C=1C=C2C(C(=CN(C2=NC1)C)C(=O)O)=O